C(CCCCC(C)C)OC(CCC1=CC(=C(C(=C1)C(C)(C)C)O)C(C)(C)C)=O isooctyl-3,5-di-tert-butyl-4-hydroxy-hydrocinnamate